CC(=O)N[C@@H]1[C@H]([C@@H]([C@H](O[C@H]1O)CO)O[C@H]2[C@@H]([C@H]([C@@H]([C@H](O2)CO)O[C@H]3[C@H]([C@H]([C@@H]([C@H](O3)CO[C@@H]4[C@H]([C@H]([C@@H]([C@H](O4)CO)O)O)O[C@H]5[C@@H]([C@H]([C@@H]([C@H](O5)CO)O[C@H]6[C@@H]([C@H]([C@H]([C@H](O6)CO)O[C@@H]7[C@@H]([C@H]([C@H]([C@H](O7)CO)O)O)O)O)O)O)NC(=O)C)O)O[C@@H]8[C@H]([C@H]([C@@H]([C@H](O8)CO)O)O)O[C@H]9[C@@H]([C@H]([C@@H]([C@H](O9)CO)O[C@H]1[C@@H]([C@H]([C@H]([C@H](O1)CO)O[C@@H]1[C@@H]([C@H]([C@H]([C@H](O1)CO)O)O)O)O)O)O)NC(=O)C)O)O)NC(=O)C)O The molecule is an amino oligosaccharide that is an undecasaccharide derivative in which two alpha-D-galactosyl-(1->4)-beta-D-galactosyl-(1->4)-N-acetyl-beta-D-glucosaminyl-(1->2)-alpha-D-mannosyl tetrasaccharide chains are linked (1->3) and (1->6) to the mannose residue of a beta-D-mannosyl-(1->4)-N-acetyl-beta-D-glucosaminyl-(1->4)-N-acetyl-beta-D-glucosamine trisaccharide. It is an amino oligosaccharide and a glucosamine oligosaccharide.